tert-butyl (4-((4-amino-2-(ethoxymethyl)-1H-imidazo[4,5-d]thieno[3,2-b]pyridin-1-yl)methyl)benzyl)carbamate NC1=C2C(=C3C(=N1)C=CS3)N(C(=N2)COCC)CC2=CC=C(CNC(OC(C)(C)C)=O)C=C2